BrC1=CC(C2=CC=CC=C12)=C(C#N)C#N bromo-3-(dicyanomethylene)indene